Fluoroindoline FN1CCC2=CC=CC=C12